2-(ethoxycarbonyl)ethyltrimethoxysilane C(C)OC(=O)CC[Si](OC)(OC)OC